C1(=CC=CC=C1)N1CCN(CC1)C(=O)C1=CC=C(C=C1)N1N=C2C(=CC=CC2=C1)C(=O)N 2-{4-[(4-phenylpiperazin-1-yl)carbonyl]phenyl}-2H-indazole-7-carboxamide